N-(2-((4-bromobenzyl)oxy)-5-chlorobenzyl)-1-methylpiperidin-4-amine BrC1=CC=C(COC2=C(CNC3CCN(CC3)C)C=C(C=C2)Cl)C=C1